N-[(6S,7S)-5-[(2R)-2-cyclopropyl-2-hydroxy-propanoyl]-6-[(2-fluoro-3-phenyl-phenyl)methyl]-5-azaspiro[2.4]heptan-7-yl]-1-fluoro-methanesulfonamide C1(CC1)[C@@](C(=O)N1CC2(CC2)[C@@H]([C@@H]1CC1=C(C(=CC=C1)C1=CC=CC=C1)F)NS(=O)(=O)CF)(C)O